ClC(OC1=CC=C(C=C1)NC(C1=CN=C(C(=C1)C1=CC=NN1)N1CCN(CC1)C1CCN(CC1)CC=1C=C2CN(C(C2=C(C1)F)=O)C1C(NC(CC1)=O)=O)=O)(F)F N-(4-(chlorodifluoromethoxy)phenyl)-6-(4-(1-((2-(2,6-dioxopiperidin-3-yl)-7-fluoro-1-oxoisoindolin-5-yl)methyl)piperidin-4-yl)piperazin-1-yl)-5-(1H-pyrazol-5-yl)nicotinamide